N-(4-hydroxybutyl)-2-(7-phenyl-2,7-diazaspiro[4.4]nonan-2-yl)pyridine-4-carboxamide OCCCCNC(=O)C1=CC(=NC=C1)N1CC2(CC1)CN(CC2)C2=CC=CC=C2